OC(C[C@H]1CN(CCN1)C(=O)OC(C)(C)C)C tert-butyl (3S)-3-(2-hydroxypropyl)piperazine-1-carboxylate